C1(=CCCC1)C(=O)Cl cyclopent-1-ene-1-carbonyl chloride